1-(2-chloroethyl)-azepane hydrochloride Cl.ClCCN1CCCCCC1